Cl.Cl.ClC=1C(=NC(=NC1)NC1=C(C=C2CCN(CC2=C1)C)OC)NC1=C(C=C(C=C1)OS(=O)(=O)F)P(=O)(C)C 4-((5-Chloro-2-((6-methoxy-2-methyl-1,2,3,4-tetrahydroisoquinolin-7-yl)amino)pyrimidin-4-yl)amino)-3-(dimethylphosphoryl)phenylsulfurofluoridate dihydrochloride